OCCN(CCC[Si](OC)(OC)OC)CCC[Si](OC)(OC)OC (hydroxyethyl)-N,N-bis(trimethoxysilylpropyl)amine